C(C)C=1C=CC=C2C=CC=C(C12)C1=C(C=C2C(=NC(=NC2=C1F)OC[C@]12CCCN2C[C@@H](C1)F)C1CCCN1)F 5-(7-(8-ethylnaphthalen-1-yl)-6,8-difluoro-2-(((2R,7aS)-2-fluorotetrahydro-1H-pyrrolizine-7a(5H)-yl)methoxy)quinazolin-4-yl)tetrahydropyrrole